vinyl N-butyrate C(CCC)(=O)OC=C